1,2-bis(2',3',4',5',6'-pentabromophenyl)ethane sodium [Na].BrC1=C(C(=C(C(=C1Br)Br)Br)Br)CCC1=C(C(=C(C(=C1Br)Br)Br)Br)Br